2-chloro-4-fluoro-5-(4-trifluoromethyl-6-oxopyridazin-1(6H)-yl)benzoic acid (1-methoxy-1-(2-chloroethoxy) carbonylmethyl) ester COC(C(=O)OCCCl)OC(C1=C(C=C(C(=C1)N1N=CC(=CC1=O)C(F)(F)F)F)Cl)=O